1,3-difluoro-2-methoxybenzene FC1=C(C(=CC=C1)F)OC